4-(((S)-oxetan-2-yl)methyl)-4H-imidazo[4,5-d]thiazole O1[C@@H](CC1)CN1C=NC2=C1N=CS2